NC1=C(C=C(C=N1)C=1C=C(C(=O)N)C=CC1)C1=CC=C(C=C1)OCOC 3-[6-amino-5-[4-(methoxy-methoxy)phenyl]-3-pyridyl]benzamide